8-(3-(3,4-dihydro-1,5-naphthyridin-1(2H)-yl)-1-(tetrahydro-2H-pyran-2-yl)-1H-pyrazolo[3,4-b]pyrazin-6-yl)-3-oxa-1,8-diazaspiro[4.5]dec-1-en-2-amine N1(CCCC2=NC=CC=C12)C1=NN(C2=NC(=CN=C21)N2CCC1(COC(=N1)N)CC2)C2OCCCC2